OC1=C(C(=O)OC)C=C(C=C1)OCC=1C=NC(=NC1)C1=CC(=CC=C1)NS(=O)(=O)CC1=CC=CC=C1 Methyl 2-hydroxy-5-((2-(3-((phenylmethyl)sulfonamido)phenyl)pyrimidin-5-yl)methoxy)benzoate